C(C)(C)(C)C1=CC(=NN1[C@@H]1CN(CC1)C)NC=1N(C=2C(=NC=C(C2Cl)OC=2C=NN3C2C=NC=C3)N1)C (S)-N-(5-(tert-butyl)-1-(1-methylpyrrolidin-3-yl)-1H-pyrazol-3-yl)-7-chloro-1-methyl-6-(pyrazolo[1,5-a]pyrazin-3-yloxy)-1H-imidazo[4,5-b]pyridin-2-amine